[Si](C)(C)(C(C)(C)C)OCCC(=O)O[C@@H]1CN(CC[C@@H]1C=1C(=CC(=C2C(C=C(OC12)C1=C(C=CC=C1)Cl)=O)O)O)C (3S,4R)-4-(2-(2-chlorophenyl)-5,7-dihydroxy-4-oxo-4H-chromen-8-yl)-1-methylpiperidin-3-yl 3-((tert-butyldimethylsilyl)oxy)propanoate